ClC=1C=C(C=O)C=CC1OCC=1C(=C(C=CC1)C1=C(C(=CC=C1)C1=NOC(=N1)CN1CCOCC1)C)C 3-chloro-4-((2,2'-dimethyl-3'-(5-(morpholinomethyl)-1,2,4-oxadiazol-3-yl)-[1,1'-biphenyl]-3-yl)methoxy)benzaldehyde